(13aR)-2,3,9,10-tetramethoxy-5,6,7,8,13,13a-hexahydroisoquinolino[3,2-a]isoquinoline citrate C(CC(O)(C(=O)O)CC(=O)O)(=O)O.COC=1C(=CC=2CCN3[C@@H](C2C1)CC=1C=CC(=C(C1C3)OC)OC)OC